2-[1H-benzimidazol-2-yl-[5-fluoro-2-(methoxymethoxy)phenyl]methyl]-7-fluoro-6-[4-(1-methyl-4-piperidinyl)phenyl]isoindolin-1-one N1C(=NC2=C1C=CC=C2)C(N2C(C1=C(C(=CC=C1C2)C2=CC=C(C=C2)C2CCN(CC2)C)F)=O)C2=C(C=CC(=C2)F)OCOC